C(N)(=O)C1=CC=C2C(=N1)N=C(N2CC2=CC=C(C=C2)B(O)O)C (4-((5-carbamoyl-2-methyl-1H-imidazo[4,5-b]pyridin-1-yl)methyl)phenyl)boronic acid